ClC1=NC(=CC=C1C=1CSC2=CC(=CC=C2C1C1=CC=C(C=C1)O[C@@H]1CN(CC1)CCCF)O)Cl 3-(2,6-dichloro-3-pyridinyl)-4-[4-[(3S)-1-(3-fluoropropyl)pyrrolidin-3-yl]oxyphenyl]-2H-thiochromen-7-ol